C(CCC)C=1C=C(C(=C(C1)O)[C@H]1[C@@H](CCC(=C1)CO)C(=C)C)O (1'R,2'R)-4-butyl-5'-(hydroxymethyl)-2'-(prop-1-en-2-yl)-1',2',3',4'-tetrahydro-[1,1'-biphenyl]-2,6-diol